tert-butyl (S)-2-[2-[(R)-3-methylmorpholine-4-carbonyl]-6-(3-methyl-1H-pyrrolo[2,3-b]pyridin-5-yl)-1,2,3,4-tetrahydroisoquinolin-8-yl]pyrrolidine-1-carboxylate C[C@H]1N(CCOC1)C(=O)N1CC2=C(C=C(C=C2CC1)C=1C=C2C(=NC1)NC=C2C)[C@H]2N(CCC2)C(=O)OC(C)(C)C